BrC=1C=2C=CC(=C(C3=CC=C(N3)C=C3C=CC(C(=C4C=CC1N4)C4=CC=CC=C4)=N3)C3=CC=CC=C3)N2 10-bromo-5,15-diphenylporphyrin